CS(=O)(=O)CC1=CN=C(O1)C1=C(C=CC=C1)C 5-((methylsulfonyl)methyl)-2-(o-tolyl)oxazole